(R)-N-(7-fluoro-2-methylimidazo[1,2-a]pyridin-6-yl)-4-(3-(methylamino)pyrrolidin-1-yl)-2,3-dihydro-1H-pyrrolo[2,3-b]pyridine-1-carboxamide 2,2,2-trifluoroacetate FC(C(=O)O)(F)F.FC1=CC=2N(C=C1NC(=O)N1CCC=3C1=NC=CC3N3C[C@@H](CC3)NC)C=C(N2)C